Perfluorobenzylbromide FC(C1=C(C(=C(C(=C1F)F)F)F)F)(F)Br